(1S)-1-(3-chloro-2,6-difluorophenyl)-1-cyclopentylmethanamine ClC=1C(=C(C(=CC1)F)[C@@H](N)C1CCCC1)F